CNC(=O)C=1N=C(C2=CC(=CC=C2C1)C=1CCOCC1)N1CCCC2=CC(=C(C=C12)C(F)F)C=1C=NN(C1)C 1-[7-difluoromethyl-6-(1-methyl-1H-pyrazol-4-yl)-3,4-dihydro-2H-quinolin-1-yl]-7-(3,6-dihydro-2H-pyran-4-yl)-isoquinoline-3-carboxylic acid methylamide